FC1=C(CN2C(N(N=C2)C2=CC(=C(C=C2)OC2=CC(=NN2C)C)F)=O)C(=CC=C1)F 4-(2,6-difluorobenzyl)-2-(4-((1,3-dimethyl-1H-pyrazol-5-yl)oxy)-3-fluorophenyl)-2,4-dihydro-3H-1,2,4-triazol-3-one